ClC(F)Cl dichlorofluoromethane